4-cyclopropyl-N-(8-fluoro-2-methylimidazo[1,2-a]pyridin-6-yl)-6-(piperazin-1-yl)-1H-indazol-3-amine 2,2,2-trifluoroacetate FC(C(=O)O)(F)F.C1(CC1)C1=C2C(=NNC2=CC(=C1)N1CCNCC1)NC=1C=C(C=2N(C1)C=C(N2)C)F